BrC=1C=CC(=C(C1)P(C)(C)=O)NC1=NC(=NC=C1Cl)NC=1C=CC2=C(CC[C@H](CC2)N2CCCC2)C1 (S)-(5-bromo-2-((5-chloro-2-((7-(pyrrolidin-1-yl)-6,7,8,9-tetrahydro-5H-benzo[7]annulen-2-yl)amino)pyrimidin-4-yl)amino)phenyl)dimethyl-phosphine oxide